N1N=NC(=C1)C1(CC1)NC(C(=O)C=1N2CCCC2=C(C1C)C(=O)NC1=CC(=C(C=C1)F)F)=O 5-(2-((1-(1H-1,2,3-triazol-4-yl)cyclopropyl)amino)-2-oxoacetyl)-N-(3,4-difluorophenyl)-6-methyl-2,3-dihydro-1H-pyrrolizine-7-carboxamide